1,4-bis-(2-chloro-2-propyl)benzene ClC(C)(C)C1=CC=C(C=C1)C(C)(C)Cl